ethyl 2-((Boc) amino)-2-methylpropionate C(=O)(OC(C)(C)C)NC(C(=O)OCC)(C)C